ClC1=C(C(=CC=2N(C=NC21)C)OC)C2=CC=CN1C(=CC=C21)C(=O)C2=CC(=C(C(=C2)F)NC(\C=C\CNC2CCC(CC2)OC)=O)F (E)-N-(4-(8-(4-chloro-6-methoxy-1-methyl-1H-benzo[d]imidazol-5-yl)indolizine-3-carbonyl)-2,6-difluorophenyl)-4-(((1r,4r)-4-methoxycyclohexyl)amino)but-2-enamide